CN1C2=C(N(C(C1=O)=O)C1CCN(CC1)CC1=CC=CC3=CC=CC=C13)N=C(C=C2)C#N 1-methyl-4-(1-(naphthalen-1-ylmethyl)piperidin-4-yl)-2,3-diketo-1,2,3,4-tetrahydropyrido[2,3-b]pyrazine-6-carbonitrile